C(C)C(CC(=O)O)(CC)CC 3,3-diethylpentanoic acid